ClC1=C(C=2N=C(N=C(C2C=N1)N1CCOC[C@H](C1)O)N1CCN(CC1)C)F (S)-4-(7-Chloro-8-fluoro-2-(4-methylpiperazin-1-yl)pyrido[4,3-d]pyrimidin-4-yl)-1,4-oxazepan-6-ol